6-cyano-N-[4-[(6,7-dimethoxy-1,5-naphthyridin-4-yl)oxy]-3-fluorophenyl]-5-(4-fluorophenyl)-1-methyl-4-oxopyridine-3-carboxamide C(#N)C1=C(C(C(=CN1C)C(=O)NC1=CC(=C(C=C1)OC1=CC=NC2=CC(=C(N=C12)OC)OC)F)=O)C1=CC=C(C=C1)F